3-pyrrolin-1-ium-2,5-dione chloride [Cl-].[NH2+]1C(C=CC1=O)=O